NC([C@H](CCC(=O)OC(C)(C)C)N1C(C2=C(C(=CC=C2C1)COC(NC1=CC=C(C=C1)OC1=CC(=C(C=C1)F)F)=O)OC)=O)=O tert-butyl (S)-5-amino-4-(6-((((4-(3,4-difluorophenoxy)phenyl)carbamoyl)oxy)methyl)-7-methoxy-1-oxoisoindolin-2-yl)-5-oxopentanoate